COC1(CC=CC2=C(C=CC=C12)OC)O 1,5-dimethoxynaphthol